1-(3-methoxyphenyl)ethanone COC=1C=C(C=CC1)C(C)=O